tri(isopropyl)-ammonium C(C)(C)[NH+](C(C)C)C(C)C